15-(morpholine-4-carboxamido)pentadecanoic acid N1(CCOCC1)C(=O)NCCCCCCCCCCCCCCC(=O)O